C(#N)C=1C2=C(C=CC=3C=4C=CC(=C5C(=CC=C(C(=CC1)C23)C54)C(=O)OCC(C)C)C#N)C(=O)OCC(C)C bis(2-methylpropyl) 4,10-dicyanoperylene-3,9-dicarboxylate